FC=1C=C(C=CC1CN1C(=NC=C1)C(C)C)C1=C(SC(=C1)CC(C)C)S(=O)(=O)N 3-[3-fluoro-4-[(2-isopropylimidazol-1-yl)methyl]phenyl]-5-isobutylthiophene-2-sulfonamide